C1(=CCC(C=C1)(P(O)(=O)O)P(O)(=O)O)C1=CC=CC=C1 biphenyl-4,4-diphosphonic acid